2-[(2R)-4-[4-(aminomethyl)-1-oxo-2H-phthalazin-6-yl]-2-methyl-pyrazol-3-yl]-3-methyl-naphthalene-1-carbonitrile NCC1=NNC(C2=CC=C(C=C12)C1=C(N(N=C1)C)C1=C(C2=CC=CC=C2C=C1C)C#N)=O